3-deoxy-D-lyxose O=C[C@@H](O)C[C@H](O)CO